1-methyl-1-propanesulfonic acid CC(CC)S(=O)(=O)O